ClC=1C=C(C(=O)N(C(C)C2=NC=NN2C2=NC(=CC(=N2)C)C)CC2CC2)C=C(C1)C(F)(F)F 3-chloro-N-(cyclopropylmethyl)-N-{1-[1-(4,6-dimethylpyrimidin-2-yl)-1H-1,2,4-triazol-5-yl]ethyl}-5-(trifluoromethyl)benzamide